Benzyl (S)-3-(8-amino-1-iodoimidazo[1,5-a]pyrazin-3-yl)pyrrolidine-1-carboxylate NC=1C=2N(C=CN1)C(=NC2I)[C@@H]2CN(CC2)C(=O)OCC2=CC=CC=C2